zinc(II) ethylacetoacetate C(C)OC(CC(=O)C)=O.[Zn+2]